ClC1=CC=2N(N=C1C)C(=CN2)C2=C1C=CC(=NC1=NC=C2)C=2N=CN(C2)CC 5-(7-Chloro-6-methylimidazo[1,2-b]pyridazin-3-yl)-2-(1-ethyl-1H-imidazol-4-yl)-1,8-naphthyridine